5,6-dihydro-[1,2,4]triazolo[4,3-a]pyrazine-7(8H)-sulfonyl chloride N=1N=CN2C1CN(CC2)S(=O)(=O)Cl